2-(4-(cyanomethyl)phenyl)propenenitrile C(#N)CC1=CC=C(C=C1)C(C#N)=C